C(CCC)(=O)[O-].[Gd+3].C(CCC)(=O)[O-].C(CCC)(=O)[O-] gadolinium butyrate